NC(C(=O)O)=CC=CC(=O)O 2-amino-2,4-hexadienedioic acid